BrC1=NC2=CC=CC=C2C(=N1)C1=CC=C(C=C1)Cl 2-bromo-4-(4-chlorophenyl)quinazoline